C1(=CC=CC=C1)C=1SC=C(N1)C12CC(C1)(C2)NC(OC(C)(C)C)=O tert-butyl N-[3-(2-phenylthiazol-4-yl)-1-bicyclo[1.1.1]pentanyl]carbamate